4,6-difluoro-7-propyl-dibenzothiophene-3-carbonyl chloride FC1=C(C=CC2=C1SC1=C2C=CC(=C1F)CCC)C(=O)Cl